OC1=C(C=C(C(=O)NC=2C=NC=C(C2)C(F)(F)F)C=C1)C1CN(CC1)C=1C=NC=NC1 4-hydroxy-3-(1-(pyrimidin-5-yl)pyrrolidin-3-yl)-N-(5-(trifluoromethyl)pyridin-3-yl)benzamide